2-(((tetrahydro-2H-pyran-4-yl)oxy)methyl)quinazolin-4(3H)-one O1CCC(CC1)OCC1=NC2=CC=CC=C2C(N1)=O